dicyclopentanyl diacrylate C(C=C)(=O)OC1CCCC1.C(C=C)(=O)OC1CCCC1